ClC1=CC=C(C(=N1)C1=NN(C=N1)C)NC(C)C=1C=2C3=C(N(C(C2C=C(C1)C)=O)C)N(N=C3)C3CN(C3)CC(F)F 9-(1-((6-chloro-2-(1-methyl-1H-1,2,4-triazol-3-yl)pyridin-3-yl)amino)ethyl)-3-(1-(2,2-difluoroethyl)azetidin-3-yl)-4,7-dimethyl-3,4-dihydro-5H-pyrazolo[3,4-c]isoquinolin-5-one